3-(5-methoxy-2,6-naphthyridin-3-yl)aniline COC1=C2C=C(N=CC2=CC=N1)C=1C=C(N)C=CC1